CN1N=NN=C1NC(C1=C(C(=C(C=C1)S(=O)(=O)C)C)Cl)=O N-(1-methyl-tetrazol-5-yl)-2-chloro-3-methyl-4-methylsulfonyl-benzamide